7-Chloro-1-(3-(4-(cyclopentylcarbonyl)piperazine-1-carbonyl)benzyl)quinazoline-2,4(1H,3H)-dione ClC1=CC=C2C(NC(N(C2=C1)CC1=CC(=CC=C1)C(=O)N1CCN(CC1)C(=O)C1CCCC1)=O)=O